4-chloro-2-methoxypyrimidine ClC1=NC(=NC=C1)OC